ClC1=NC=CC(=C1COC=1C=NC(=NC1)N1N=C(C=C1)CO[Si](C(C)C)(C(C)C)C(C)C)C(F)(F)F 5-{[2-chloro-4-(trifluoromethyl)pyridin-3-yl]methoxy}-2-(3-{[(triisopropylsilyl)oxy]methyl}pyrazol-1-yl)pyrimidine